C1(CC1)[C@@H](C(=O)N1[C@@H]([C@H]2C([C@H]2C1)(C)C)C(=O)OC)NC(C(F)F)=O methyl (1r,2S,5S)-3-((S)-2-cyclopropyl-2-(2,2-difluoroacetamido) acetyl)-6,6-dimethyl-3-azabicyclo[3.1.0]hexane-2-carboxylate